N1C=CNC=C1 1,4-dihydropyrazine